4-(2-chloro-6-cyano-4-(2-(4-((2-(methylthio)pyrimidin-4-yl)methoxy)phenyl)propan-2-yl)phenoxy)butanoate ClC1=C(OCCCC(=O)[O-])C(=CC(=C1)C(C)(C)C1=CC=C(C=C1)OCC1=NC(=NC=C1)SC)C#N